4-butoxyphenyldiphenylsulfonium tetrakis(pentafluorophenyl)borate FC1=C(C(=C(C(=C1[B-](C1=C(C(=C(C(=C1F)F)F)F)F)(C1=C(C(=C(C(=C1F)F)F)F)F)C1=C(C(=C(C(=C1F)F)F)F)F)F)F)F)F.C(CCC)OC1=CC=C(C=C1)[S+](C1=CC=CC=C1)C1=CC=CC=C1